(5-(3,5-difluorophenyl)-4,5-dihydro-1H-pyrazol-1-yl)(3-(((1-methyl-1H-imidazol-5-yl)oxy)methyl)bicyclo[1.1.1]pentan-1-yl)methanone FC=1C=C(C=C(C1)F)C1CC=NN1C(=O)C12CC(C1)(C2)COC2=CN=CN2C